Ethyl 3,3-dimethyl-2-(trifluoromethylsulfonyloxy)cyclohex-1-enecarboxylate CC1(C(=C(CCC1)C(=O)OCC)OS(=O)(=O)C(F)(F)F)C